Ethyl 1-[4-chloro-2-(2-fluorobenzoyl)phenyl]-5-methyl-1H-pyrazole-3-carboxylate ClC1=CC(=C(C=C1)N1N=C(C=C1C)C(=O)OCC)C(C1=C(C=CC=C1)F)=O